2-amino-5-(2-methyl-1,3-thiazol-5-yl)-N-[(1S,2S)-2-{[4-(4,4,5,5-tetramethyl-1,3,2-dioxaborolan-2-yl)phenyl]methoxy}cyclopentyl]pyridine-3-carboxamide NC1=NC=C(C=C1C(=O)N[C@@H]1[C@H](CCC1)OCC1=CC=C(C=C1)B1OC(C(O1)(C)C)(C)C)C1=CN=C(S1)C